(2S,4R)-N-((4-carbamimidoylthiophen-2-yl)methyl)-1-((4-phenoxybutanoyl)glycyl)-4-(m-tolyl)pyrrolidine-2-carboxamide C(N)(=N)C=1C=C(SC1)CNC(=O)[C@H]1N(C[C@H](C1)C=1C=C(C=CC1)C)C(CNC(CCCOC1=CC=CC=C1)=O)=O